5-[[(3aR,5s,6aS)-2-(5-bicyclo[2.2.1]hept-2-enyl-methyl)-3,3a,4,5,6,6a-hexahydro-1H-cyclopenta[c]pyrrol-5-yl]amino]pyrazin C12C=CC(C(C1)CN1C[C@@H]3[C@H](C1)CC(C3)NC=3N=CC=NC3)C2